FC=1C=C(C=CC1)NC(C1=CC(=CC=C1)NC1=NC=C(C=N1)C1=COC=C1)=O N-(3-fluorophenyl)-3-((5-(furan-3-yl)pyrimidin-2-yl)amino)benzamide